OC1=CC=C(C=C1)C1=CC(=C2C=NN(C2=C1)C1OCCCC1)OC1(CCN(CC1)C(=O)OC(C)(C)C)C Tert-butyl 4-((6-(4-hydroxyphenyl)-1-(tetrahydro-2H-pyran-2-yl)-1H-indazol-4-yl) oxy)-4-methylpiperidine-1-carboxylate